NC=1C(=CC=C2C=NN(C12)C)CC#N 2-(7-AMINO-1-METHYL-1H-INDAZOL-6-YL)ACETONITRILE